NCCC=1C=NC(=NC1)C1=C(C=C(C#N)C=C1)OC1=CC(=NC(=C1)C1=NC=CN=C1)C 4-[5-(2-aminoethyl)pyrimidin-2-yl]-3-(2-methyl-6-pyrazin-2-ylpyridin-4-yl)oxybenzonitrile